C12CN(CC2C1)C1=NC2=C(C=C(C=C2C(N1C)=O)C)C(C)NC=1C(=NC(=CC1)Cl)C#N 3-((1-(2-(3-Azabicyclo[3.1.0]hexan-3-yl)-3,6-dimethyl-4-oxo-3,4-dihydroquinazolin-8-yl)ethyl)amino)-6-chloropicolinonitrile